racemic-2-(3-bromophenyl)-2-hydroxyacetic acid BrC=1C=C(C=CC1)[C@H](C(=O)O)O |r|